ClCC1=NC2=C(N1C[C@H]1OCC1)C=C(C=C2)C(=O)[O-] (S)-2-(Chloromethyl)-1-((oxetan-2-yl)methyl)-1H-benzo[d]imidazole-6-carboxylate